F[Si](C1=CC=CC=C1)(C1=CC=CC=C1)C1=CC=CC=C1 fluorotriphenyl-silane